[4-(2-methoxyethylcarboxyl)phenylamino]-1,3,5-triazine COCCOC(=O)C1=CC=C(C=C1)NC1=NC=NC=N1